C1(CCCCC1)N1C=C2C=CC3=CN(C=C4C3=C2C(=C1)C=C4)C4CCCCC4 2,7-dicyclohexyl-benzo[lmn][3,8]phenanthroline